(6S,7R)-6,7-dicyclopropyl-2-((R)-3-methylmorpholino)-6,7-dihydropyrazolo[1,5-a]pyrazin-4(5H)-one C1(CC1)[C@@H]1NC(C=2N([C@@H]1C1CC1)N=C(C2)N2[C@@H](COCC2)C)=O